(3-(Pyridin-2-ylmethyl)-1,2,3-oxadiazol-3-ium-5-yl)((3-(4-(1-sulfamoylethyl)-benzamido)-5-(trifluoromethyl)phenyl)carbamoyl)amide N1=C(C=CC=C1)C[N+]1=NOC(=C1)[N-]C(NC1=CC(=CC(=C1)C(F)(F)F)NC(C1=CC=C(C=C1)C(C)S(N)(=O)=O)=O)=O